C5-fluoro-N-methyl-2-nitro-aniline FC=1C=CC(=C(NC)C1)[N+](=O)[O-]